oxy sulphide O=S